[6-(3-cyclopropyl-1,2,4-triazol-1-yl)-2-azaspiro[3.3]heptan-2-yl]-[3-[6-[3-hydroxy-3-(trifluoromethyl)azetidin-1-yl]-3-pyridinyl]azetidin-1-yl]methanone C1(CC1)C1=NN(C=N1)C1CC2(CN(C2)C(=O)N2CC(C2)C=2C=NC(=CC2)N2CC(C2)(C(F)(F)F)O)C1